2-(6-(4-(4-(4-chloro-3-fluorophenyl)-2,2-dimethyl-3,4-dihydro-2H-pyrazino[2,3-b][1,4]oxazin-7-carbonyl)-3,3-dimethylpiperazin-1-yl)pyridin-3-yl)acetic acid ClC1=C(C=C(C=C1)N1C2=C(OC(C1)(C)C)N=C(C=N2)C(=O)N2C(CN(CC2)C2=CC=C(C=N2)CC(=O)O)(C)C)F